ClC1=CC(=C(C=C1)NC=1C=C(C#N)C=C(C1)F)F 3-((4-chloro-2-fluorophenyl)amino)-5-fluorobenzonitrile